O1C(COCC1)C(=O)O 1,4-dioxane-2-formic acid